Cl.COC=1C=C(C=CC1)NC1=NC=C(C(=N1)N[C@@H]1CC[C@H](CC1)O)C1CCNCC1 trans-4-((2-((3-methoxyphenyl)amino)-5-(piperidin-4-yl)pyrimidin-4-yl)amino)cyclohexan-1-ol hydrogen chloride